tert-butyl 3-((2-hydroxyethyl)sulfonyl)pyrrolidine-1-carboxylate OCCS(=O)(=O)C1CN(CC1)C(=O)OC(C)(C)C